C(#N)C1=C(C=C(C=C1)N1C(N(C(C1=O)(C)C)[C@@H]1CC[C@H](CC1)OCCC1C[C@H](N([C@H](C1)C)C(=O)OC(C)(C)C)C)=S)C(F)(F)F tert-Butyl (2R,4s,6S)-4-(2-((trans-4-(3-(4-cyano-3-(trifluoromethyl)phenyl)-5,5-dimethyl-4-oxo-2-thioxoimidazolidin-1-yl)cyclohexyl)oxy)ethyl)-2,6-dimethylpiperidine-1-carboxylate